5-bromo-3-chloro-2-(1-methyl-1H-tetrazol-5-yl)pyridine BrC=1C=C(C(=NC1)C1=NN=NN1C)Cl